(5-(2-fluorophenyl)-1H-pyrrol-3-yl)methylamine FC1=C(C=CC=C1)C1=CC(=CN1)CN